1-tert-butoxy-1,1,3,3-tetramethyldisiloxane C(C)(C)(C)O[Si](O[SiH](C)C)(C)C